C(=O)O.CN(CCCCN(C1=C2CN(C(C2=CC=C1)=O)C1C(NC(CC1)=O)=O)CCCCC)C 3-(4-((4-(dimethylamino)butyl)(pentyl)amino)-1-oxoisoindolin-2-yl)piperidine-2,6-dione formic acid salt